N-[(1S)-1-(dicyclopropyl-methyl)-2-[[3-fluoro-1-[1-[3-(2,2,2-trifluoroethyl)triazol-4-yl]ethyl]pyrazol-4-yl]amino]-2-oxo-ethyl]-2-isopropyl-pyrazole-3-carboxamide C1(CC1)C([C@@H](C(=O)NC=1C(=NN(C1)C(C)C=1N(N=NC1)CC(F)(F)F)F)NC(=O)C=1N(N=CC1)C(C)C)C1CC1